FC1=C(C=CC(=C1)Cl)N1N=NC(=C1)CO[C@@H]([C@@](CN1N=CN=C1)(O)C1=C(C=C(C=C1)F)F)C (2R,3R)-3-((1-(2-fluoro-4-chlorophenyl)-1H-1,2,3-triazol-4-yl)-methoxy)-2-(2,4-difluorophenyl)-1-(1H-1,2,4-triazol-1-yl)butan-2-ol